IC1=NC=CN=C1 2-iodopyrazine